tert-butyl (1S,4S)-5-[4-[3-chloro-4-(cyclopropylmethoxy)-2-fluoro-anilino]pyrido[3,2-d]pyrimidin-6-yl]-2,5-diazabicyclo[2.2.2]octane-2-carboxylate ClC=1C(=C(NC=2C3=C(N=CN2)C=CC(=N3)N3[C@@H]2CN([C@H](C3)CC2)C(=O)OC(C)(C)C)C=CC1OCC1CC1)F